FC1=C(C=CC(=C1)OC)C1COCC(N1)(C)C 5-(2-fluoro-4-methoxyphenyl)-3,3-dimethylmorpholine